CC1=C(SC(=C1)C1=CC=C(C=C1)CN1CCCC1)C(=O)N1C[C@H](CC1)NC(OC(C)(C)C)=O tert-butyl (S)-{1-[3-methyl-5-(4-pyrrolidin-1-ylmethylphenyl)thiophene-2-carbonyl]pyrrolidin-3-yl}carbamate